N-(2-(2-oxa-5-azaspiro[3.4]octan-5-yl)ethyl)-6-methyl-5-((1-methyl-8-(1-methyl-1H-pyrazol-4-yl)-1H-pyrazolo[3,4-d]pyrrolo[1,2-b]pyridazin-3-yl)amino)nicotinamide C1OCC12N(CCC2)CCNC(C2=CN=C(C(=C2)NC2=NN(C=1C=3N(N=CC12)C=C(C3)C=3C=NN(C3)C)C)C)=O